C12(CC3CC(CC(C1)C3)C2)CCN2C3CN(CC2CC3)CCNC3=C2C(N(C(=NC2=CC=C3)C)C3C(NC(CC3)=O)=O)=O 3-(5-((2-(8-(2-((3r,5r,7r)-adamantan-1-yl)ethyl)-3,8-diazabicyclo[3.2.1]oct-3-yl)ethyl)amino)-2-methyl-4-oxoquinazolin-3(4H)-yl)piperidine-2,6-dione